ClC=1C(=NC(=NC1C(F)F)C)N[C@@H](CO)C |r| (RS)-2-((5-chloro-2-methyl-6-difluoromethylpyrimidin-4-yl)amino)propanol